21-hydroxy-5β-pregnane-3,20-dione OCC([C@H]1CC[C@H]2[C@@H]3CC[C@@H]4CC(CC[C@]4(C)[C@H]3CC[C@]12C)=O)=O